ClC1=CC=C(C2=C1C=CO2)CCO 2-(4-chlorobenzofuran-7-yl)ethan-1-ol